p-(trimethylsiloxy)phenol C[Si](OC1=CC=C(C=C1)O)(C)C